COC1=CC=C2C3(CC=4C(=NOC4C2=C1)C(=O)N)CC3 8'-methoxy-4'H-spiro[cyclopropane-1,5'-naphtho[2,1-d]isoxazole]-3'-carboxamide